O[C@@H]([C@H](C)NC(OC(C)(C)C)=O)C#CC |&1:1| tert-butyl ((2S,3RS)-3-hydroxyhex-4-yn-2-yl)carbamate